C(#N)C1=C(C(=O)NCCOCCNCC(=O)N2CCN(CC2)C(C2=C(C=CC(=C2)CC2=NNC(C3=CC=CC=C23)=O)F)=O)C(=CC(=C1)C1=CC(=CC=C1)C(C)(F)F)F 2-cyano-4-[3-(1,1-difluoroethyl)phenyl]-6-fluoro-N-[2-[2-[[2-[4-[2-fluoro-5-[(4-oxo-3H-phthalazin-1-yl)methyl]benzoyl]piperazin-1-yl]-2-oxo-ethyl]amino]ethoxy]ethyl]benzamide